(R)-1-(4-(2-(4-(9-((4-((1-(3-Bromophenyl)ethyl)amino)-6-methoxy-2-methyl-quinazolin-7-yl)oxy)nonyl)piperazin-1-yl)-2-oxoethoxy)phenyl)dihydropyrimidine-2,4(1H,3H)-dione BrC=1C=C(C=CC1)[C@@H](C)NC1=NC(=NC2=CC(=C(C=C12)OC)OCCCCCCCCCN1CCN(CC1)C(COC1=CC=C(C=C1)N1C(NC(CC1)=O)=O)=O)C